CN1C(C(=CC2=C1N=CN=C2N[C@H](C)C2=CC(=CC(=C2)C(F)(F)F)[N+](=O)[O-])C=2CCN(CC2)C)=O (R)-8-methyl-6-(1-methyl-1,2,3,6-tetrahydropyridin-4-yl)-4-((1-(3-nitro-5-(Trifluoromethyl)phenyl)ethyl)amino)pyrido[2,3-d]pyrimidin-7(8H)-one